C(C)OC(C(=O)OOC)C(C)C methoxy ethoxy-1-methylethylacetate